3-(4-Ethylphenyl)-2,2-dimethylpropan-1-al C(C)C1=CC=C(C=C1)CC(C=O)(C)C